1,1-diphenyl-2-pyridylhydrazine C1=CC=C(C=C1)C2=C(C(=NC=C2)NN)C3=CC=CC=C3